4-pyridyl-biphenyl 3-Pentyloctyl-8-((3-aminopropyl)(8-oxo-8-(undecan-6-yloxy)octyl)amino)octanoate C(CCCC)C(CCOC(CCCCCCCN(CCCCCCCC(OC(CCCCC)CCCCC)=O)CCCN)=O)CCCCC.N1=CC=C(C=C1)C1=C(C=CC=C1)C1=CC=CC=C1